OC1=C(C(=O)[O-])C=C(C=C1)O.[K+] potassium 2,5-dihydroxybenzoate